4-(4-aminophenoxy)pyridine-2-amine NC1=CC=C(OC2=CC(=NC=C2)N)C=C1